2-(2,7-diazaspiro[3.5]nonan-2-yl)ethyl 6-(5-(6-methylpyridin-2-yl)-1H-imidazol-4-yl)quinoline-3-carboxylate CC1=CC=CC(=N1)C1=C(N=CN1)C=1C=C2C=C(C=NC2=CC1)C(=O)OCCN1CC2(C1)CCNCC2